benzyl 2-(3-methoxy-3-oxo-propyl)-3,6-diazabicyclo[3.1.1]heptane-6-carboxylate COC(CCC1C2N(C(CN1)C2)C(=O)OCC2=CC=CC=C2)=O